N1C=C(C=C1)C1=C(C=C(C(=C1)C1=CNC=C1)C1=CNC=C1)C1=CNC=C1 1,2,4,5-tetra(3-pyrrolyl)benzene